N-{4-[5-Fluoro-6-methyl-3-(pyridin-2-yl)-1H-pyrrolo[3,2-b]pyridin-2-yl]pyridin-2-yl}-2-(4-fluorophenyl)acetamid FC1=C(C=C2C(=N1)C(=C(N2)C2=CC(=NC=C2)NC(CC2=CC=C(C=C2)F)=O)C2=NC=CC=C2)C